N-[(2R)-1-amino-1-oxobutan-2-yl]-5-fluoro-4-[4-methyl-5-oxo-3-(propan-2-yl)-4,5-dihydro-1H-1,2,4-triazol-1-yl]-2-[(2S)-pent-2-yloxy]benzamide NC([C@@H](CC)NC(C1=C(C=C(C(=C1)F)N1N=C(N(C1=O)C)C(C)C)O[C@@H](C)CCC)=O)=O